1,3-di(pyrene-1-yl)benzene C1(=CC=C2C=CC3=CC=CC4=CC=C1C2=C34)C3=CC(=CC=C3)C3=CC=C4C=CC2=CC=CC1=CC=C3C4=C21